3-(2-(2-cyclopropyl-pyrimidin-4-yl)-1,2,3,4-tetrahydroisoquinolin-6-yl)propionic acid C1(CC1)C1=NC=CC(=N1)N1CC2=CC=C(C=C2CC1)CCC(=O)O